O=C1NC(CCC1N1C(C2=CC=C(C=C2C1=O)N1CCC(CC1)CCC(=O)N1CCN(CC1)C1=CC=C(C(=O)NC2=CC3=C(NC(=N3)CN3[C@H](CCC3)C)C=C2)C=C1)=O)=O 4-(4-(3-(1-(2-(2,6-dioxopiperidin-3-yl)-1,3-dioxoisoindolin-5-yl)piperidin-4-yl)propanoyl)piperazin-1-yl)-N-(2-(((S)-2-methylpyrrolidin-1-yl)methyl)-1H-benzo[d]imidazol-5-yl)benzamide